4-nitrobenzyl (S)-2-formylmorpholine-4-carboxylate C(=O)[C@@H]1CN(CCO1)C(=O)OCC1=CC=C(C=C1)[N+](=O)[O-]